COC1=CC=C(CCNC2=NC3=CC=CC=C3C(=N2)NCCN2CCN(CC2)C)C=C1 N2-(4-methoxyphenethyl)-N4-(2-(4-methylpiperazin-1-yl)ethyl)quinazoline-2,4-diamine